C1(CC1)C1=C(C=CC=C1)C=1C=C2C(CC3(CNCC3)C2=CC1)O 5-(2-cyclopropylphenyl)-2,3-dihydrospiro[inden-1,3'-pyrrolidine]-3-ol